(3Z,6Z)-3-(3-(4-methoxybenzoyl)benzylidene)-6-((5-(tert-butyl)-1H-imidazol-4-yl)methylene-d)piperazine COC1=CC=C(C(=O)C=2C=C(\C=C/3\CN\C(\CN3)=C(\[2H])/C=3N=CNC3C(C)(C)C)C=CC2)C=C1